3-(5-chloro-1H-benzo[d]imidazol-2-yl)-5-fluoro-2-methylaniline ClC1=CC2=C(NC(=N2)C=2C(=C(N)C=C(C2)F)C)C=C1